O=C1OCCN1CC1=C(C(=O)OC)C=CC=C1 methyl 2-((2-oxooxazolidin-3-yl)methyl)benzoate